C(CC(=O)C)(=O)OCC(C)C Isobutyl Acetoacetate